(4-(6-(6-(Trifluoromethyl)imidazo[1,2-b]pyridazin-3-yl)pyrimidin-4-yl)morpholin-2-yl)methanol FC(C=1C=CC=2N(N1)C(=CN2)C2=CC(=NC=N2)N2CC(OCC2)CO)(F)F